C(\C=C\C(=O)OC(C)CCC)(=O)OC1CCC(CC1)C(C)CC (4-sec-butylcyclohexyl) sec-pentyl fumarate